(S)-2-amino-4-(2-aminothiazol-4-yl)butanoic acid N[C@H](C(=O)O)CCC=1N=C(SC1)N